5-(3-cyclobutylphenyl)pyridin-2-amine C1(CCC1)C=1C=C(C=CC1)C=1C=CC(=NC1)N